C(C)(=O)[C@]1(O)[C@@H](OS(=O)(=O)C(F)(F)F)[C@@](O)([C@](O)([C@H](O1)COC(C)=O)C(C)=O)C(C)=O 1,3,4,6-O-tetraacetyl-2-O-trifluoromethanesulfonyl-β-D-mannopyranose